C(C)OC(=O)C1(CCN(CC1)C(=O)OC(C)(C)C)CC=C 4-allyl-piperidine-1,4-dicarboxylic acid 1-tert-butyl 4-ethyl ester